FC1=C(C(=CC(=C1)C=1C=NNC1)F)N1CCC(CC1)CN1C(CCCC1)=O 1-((1-(2,6-difluoro-4-(1H-pyrazol-4-yl)phenyl)piperidin-4-yl)methyl)piperidin-2-one